[Si](C)(C)(C(C)(C)C)OCC=1N=C(SC1)C1(CCOCC1)C1=CC=C(C(=O)O)C=C1 4-(4-(4-(((tert-butyldimethylsilyl)oxy)methyl)thiazol-2-yl)tetrahydro-2H-pyran-4-yl)benzoic acid